N-(3-bromo-2-(2-(difluoromethyl)phenyl)-1-((2-(trimethylsilyl)ethoxy)methyl)-1H-pyrrolo[2,3-b]Pyridin-6-yl)-1-methyl-1H-1,2,4-triazole-5-carboxamide BrC1=C(N(C2=NC(=CC=C21)NC(=O)C2=NC=NN2C)COCC[Si](C)(C)C)C2=C(C=CC=C2)C(F)F